FC=1C=C(CNC=2NC(=C(N2)C=2C=C3C=NN(C3=CC2)C2OCCCC2)C2=NC(=CC=C2)C)C=CC1 N-(3-fluorobenzyl)-5-(6-methylpyridin-2-yl)-4-(1-(tetrahydro-2H-pyran-2-yl)-1H-indazol-5-yl)-1H-imidazol-2-amine